palladium(II) bis(triisopropylphosphine) dichloride [Cl-].[Cl-].C(C)(C)P(C(C)C)C(C)C.C(C)(C)P(C(C)C)C(C)C.[Pd+2]